1-(5-bromo-6-(4-cyano-3-fluorophenyl)-4-methoxy-3-nitropyridin-2-yl)piperidine BrC=1C(=C(C(=NC1C1=CC(=C(C=C1)C#N)F)N1CCCCC1)[N+](=O)[O-])OC